N(=[N+]=[N-])[C@H](C(=O)N1[C@@H](C[C@H](C1)O)C(=O)N[C@@H](CO)C1=CC=C(C=C1)C1=C(C=NC=C1)Cl)C(C)C (2S,4R)-1-((S)-2-azido-3-methylbutanoyl)-N-((R)-1-(4-(3-chloropyridin-4-yl)phenyl)-2-hydroxyethyl)-4-hydroxypyrrolidine-2-carboxamide